1-((1H-benzo[d]imidazol-5-yl)methyl)-N-(3-(4-methyl-1H-imidazol-1-yl)-5-(trifluoromethyl)phenyl)indolin-6-carboxamid N1C=NC2=C1C=CC(=C2)CN2CCC1=CC=C(C=C21)C(=O)NC2=CC(=CC(=C2)C(F)(F)F)N2C=NC(=C2)C